NC(C(C)(C)C1=C(C=CC=C1)F)=NC=1C(=NC(=NC1OC)C(=O)[O-])OC [1-amino-2-(2-fluorophenyl)-2-methylpropylidene]amino-4,6-dimethoxypyrimidine-2-carboxylate